NC1=CC=C(C=C1)C=1C=CC2=C(N=C(O2)N)C1 5-(4-aminophenyl)-2-aminobenzoxazole